(5R,7R)-7-methyl-1,3-diazaspiro[4.5]decane-2,4-dione C[C@H]1C[C@@]2(C(NC(N2)=O)=O)CCC1